FC1=C2C(CCOC2=C(C=C1)S(=O)(=O)N[C@@H]([C@H](C)C1=C(C(=CC=C1F)C)C)C=1OC(NN1)=O)O 5-fluoro-N-((1s,2r)-2-(6-fluoro-2,3-dimethylphenyl)-1-(5-oxo-4,5-dihydro-1,3,4-oxadiazol-2-yl)propyl)-4-hydroxychroman-8-sulfonamide